ClC=1C=C(C=CC1OC(F)(F)F)NC1=NC=CC2=CC(=C(C=C12)OC)OC N-(3-chloro-4-(trifluoromethoxy)phenyl)-6,7-dimethoxyisoquinolin-1-amine